Aziridine-2,3-dicarboxylate N1C(C1C(=O)[O-])C(=O)[O-]